3-(3-Chloro-4-fluorophenyl)-1-(1-(7,8-difluoro-1-oxo-1,2-dihydroisoquinolin-4-yl)ethyl)-1-isobutylurea ClC=1C=C(C=CC1F)NC(N(CC(C)C)C(C)C1=CNC(C2=C(C(=CC=C12)F)F)=O)=O